2-methyl-2-vinyloxirane CC1(OC1)C=C